CS(=O)(=O)C=1C=CC(=C(C1)O)NCC#CC=1N(C2=CC=CC(=C2C1)NC1CCC(CC1)N(C)C)CC(F)(F)F 5-methanesulfonyl-2-{[3-(4-{[(1S,4S)-4-(dimethyl-amino)cyclohexyl]amino}-1-(2,2,2-trifluoroethyl)-1H-indol-2-yl)prop-2-yn-1-yl]amino}phenol